(R)-(4-Chloro-3-fluorophenyl)(1-(2-hydroxyethyl)-8-methyl-3-(3-methyl-1,2,4-thiadiazole-5-yl)-5,6-dihydroimidazo[1,5-a]pyrazin-7(8H)-yl)methanone ClC1=C(C=C(C=C1)C(=O)N1[C@@H](C=2N(CC1)C(=NC2CCO)C2=NC(=NS2)C)C)F